C1(CCC1)C=1C(=NN(C1C1=CC=C(C=C1)F)C)NC([C@H](C)C1(CC1)C(F)(F)F)=O (R)-N-(4-cyclobutyl-5-(4-fluorophenyl)-1-methyl-1H-pyrazol-3-yl)-2-(1-(trifluoromethyl)cyclopropyl)propanamide